5,5'-diamino-4,4'-dinitroamino-3,3'-bi-1,2,4-triazole NC=1N(C(=NN1)C1=NN=C(N1N[N+](=O)[O-])N)N[N+](=O)[O-]